NP([O-])([O-])(C1=CC=CC=C1)C1=CC=CC=C1 aminodiphenylphosphonite